C(C)N1[C@@H]([C@@H](CCC1)C1=CC=2C(=NC=CC2NC=2C(=CC3=C(N=CS3)C2)F)S1)C N-(2-((2R,3R)-1-ethyl-2-methylpiperidin-3-yl)thieno[2,3-b]pyridin-4-yl)-6-fluorobenzo[d]thiazol-5-amine